C1=CC(=C(C(=C1)C#N)Cl)C#N chloroisophthalonitrile